N(=[N+]=[N-])CCCCCN1CCC2=CC=CC=C12 1-(5-azidopentyl)indoline